propylene glycol propyl ether C(CC)OCC(C)O